N-(2',4',5'-trifluoro-biphenyl-2-yl)-3-fluoromethyl-1-methylpyrazol-4-ylcarboxamide FC1=C(C=C(C(=C1)F)F)C1=C(C=CC=C1)NC(=O)C=1C(=NN(C1)C)CF